[(1S)-1-(2,4-Difluorophenyl)ethyl]-2-(2-oxo-1,4-dihydroquinazolin-3-yl)acetamide FC1=C(C=CC(=C1)F)[C@H](C)C(C(=O)N)N1C(NC2=CC=CC=C2C1)=O